Cyclopropanecarboxylic acid [4-(2-{2-[3-(3-tert-butyl-phenyl)-ureido]-thiazol-5-yl}-ethyl)-pyridin-2-yl]-amide C(C)(C)(C)C=1C=C(C=CC1)NC(NC=1SC(=CN1)CCC1=CC(=NC=C1)NC(=O)C1CC1)=O